3-[1-methyl-6-[(2S,4S)-2-methyl-1-(4-piperidylmethyl)-4-piperidyl]indazol-3-yl]piperidine-2,6-dione CN1N=C(C2=CC=C(C=C12)[C@@H]1C[C@@H](N(CC1)CC1CCNCC1)C)C1C(NC(CC1)=O)=O